N,N'-dibenzyl-5-oxanonendiamin C(C1=CC=CC=C1)NC(=CCCOCCCC)NCC1=CC=CC=C1